C(C)(C)(C)C=1C=CC2=C(N=C(O2)C=2SC(=CC2)C=2OC3=C(N2)C=C(C=C3)C(C)(C)C)C1 2,5-bis(5-(tert-butyl)benzo[d]oxazol-2-yl)thiophene